2-(2-(1H-benzimidazol-2-yl)ethyl)-6-(4-benzylpiperazin-1-yl)-N4-phenyl-1,3,5-triazine-2,4-diamine N1C(=NC2=C1C=CC=C2)CCC2(NC(=NC(=N2)NC2=CC=CC=C2)N2CCN(CC2)CC2=CC=CC=C2)N